O=C1NC(CCC1NC1=CC(=C(C=C1)C1CCN(CC1)CC1CCN(CC1)C(=O)OC(C)(C)C)F)=O tert-butyl 4-((4-(4-((2,6-dioxopiperidin-3-yl)amino)-2-fluorophenyl)piperidin-1-yl)methyl)piperidine-1-carboxylate